4-Bromo-1-(bromomethyl)-2-fluorobenzene BrC1=CC(=C(C=C1)CBr)F